FC(C=1C(=NC=CC1)C(=O)OC)F methyl 3-(difluoromethyl)pyridine-2-carboxylate